3-(3-(4-(Chloromethyl)phenyl)-5-(tetrahydrofuran-3-yl)-3H-imidazo[4,5-b]pyridin-2-yl)pyridin-2-amine ClCC1=CC=C(C=C1)N1C(=NC=2C1=NC(=CC2)C2COCC2)C=2C(=NC=CC2)N